N1=CN=C(C2=C1C1=C(O2)C=CC=C1)NC(CO)CC 2-(Benzofuro[3,2-d]pyrimidin-4-ylamino)-1-butanol